FC(C)(F)C1=NC(=CC(=N1)N1CC2(C=3C=NC(=CC31)NC(C)=O)CC2)OC2=CN=NC=C2 N-(1'-(2-(1,1-difluoroethyl)-6-(pyridazin-4-yloxy)pyrimidin-4-yl)-1',2'-dihydrospiro[cyclopropane-1,3'-pyrrolo[3,2-c]pyridin]-6'-yl)acetamide